ClC=1C(=CC2=C(N=C(S2)N)C1)OC 5-chloro-6-methoxybenzo[d]thiazol-2-amine